N1C=CC=2C1=NC=C(C2)C2=C(C=1CCCC1C=C2)N 5-(1H-pyrrolo[2,3-B]pyridin-5-yl)-2,3-dihydro-1H-inden-4-amine